CC1=NC(=CC(=N1)NC1=CC(=C(N=N1)C(=O)NC([2H])([2H])[2H])NC1=NC=CC=C1S(=O)(=O)C)C 6-[(2,6-dimethylpyrimidin-4-yl)amino]-4-[(3-methanesulfonylpyridin-2-yl)amino]-N-(2H3)methylpyridazine-3-carboxamide